trifluoromethylpyrimidine FC(F)(F)C1=NC=CC=N1